4,5-Diamino-1-(2-hydroxyethyl)pyrazol NC=1C=NN(C1N)CCO